1-(chloromethyl)-3,5-divinylbenzene ClCC1=CC(=CC(=C1)C=C)C=C